N1(N=CC=C1)C=1N=CC(=NC1)C1=CC2=C(N=C3COCC(N32)C3=CC=CC=C3)C=C1 7-(5-(1H-pyrazol-1-yl)pyrazin-2-yl)-4-phenyl-3,4-dihydro-1H-benzo[4,5]imidazo[2,1-c][1,4]oxazine